FC1=CC=C(C=C1)[C@@H](C(=O)NC=1SC(=NN1)N[C@H]1CN(CC1)C=1N=NC(=CC1)C)OC (2S)-2-(4-fluorophenyl)-2-methoxy-N-[5-[[(3R)-1-(6-methylpyridazin-3-yl)pyrrolidin-3-yl]amino]-1,3,4-thiadiazol-2-yl]acetamide